[N,N'-bis[(2-hydroxy-5-nitrophenyl)methylene]-1,2-diamino-cyclohexane] manganese (III) acetate C(C)(=O)[O-].[Mn+3].OC1=C(C=C(C=C1)[N+](=O)[O-])C=NC1C(CCCC1)N=CC1=C(C=CC(=C1)[N+](=O)[O-])O.C(C)(=O)[O-].C(C)(=O)[O-]